BrC1=CC=C2[C@]3(CC=4C(=NOC4C2=C1)N)[C@H](C3)C (1R,2S)-8'-bromo-2-methyl-4'H-spiro[cyclopropane-1,5'-naphtho[2,1-d]isoxazol]-3'-amine